cyclopropyl (S)-6-diazo-2-((S)-2-methoxypropanamido)-5-oxohexanoate [N+](=[N-])=CC(CC[C@@H](C(=O)OC1CC1)NC([C@H](C)OC)=O)=O